9H-fluoren-9-ylmethyl 4-(4-aminophenoxy)piperidine-1-carboxylate NC1=CC=C(OC2CCN(CC2)C(=O)OCC2C3=CC=CC=C3C=3C=CC=CC23)C=C1